triLithium chloride [Cl-].[Li+].[Li+].[Li+].[Cl-].[Cl-]